1-(6-butyl-3-(1H-indol-5-yl)pyrazin-2-yl)piperidine-4-carboxylic acid C(CCC)C1=CN=C(C(=N1)N1CCC(CC1)C(=O)O)C=1C=C2C=CNC2=CC1